S1C2=C(C=C1)C=CC=C2C=O BENZO[B]THIOPHENE-7-CARBALDEHYDE